3-(aminooxy)-N,N-dimethylpropan-1-amine NOCCCN(C)C